4-(tert-butyl)-N-(4'-methoxy-3'-methyl-2-(2-trityl-2H-tetrazol-5-yl)-[1,1'-biphenyl]-4-yl)piperidine-1-carboxamide C(C)(C)(C)C1CCN(CC1)C(=O)NC1=CC(=C(C=C1)C1=CC(=C(C=C1)OC)C)C=1N=NN(N1)C(C1=CC=CC=C1)(C1=CC=CC=C1)C1=CC=CC=C1